ClC1=CC=C(C=C1)[C@H](C(=O)N1CCN(CC1)C=1C2=C(N=CN1)[C@@H](C[C@H]2C)O)CN[C@@H]2COCC2 (S)-2-(4-chlorophenyl)-1-(4-((5R,7R)-7-hydroxy-5-methyl-6,7-dihydro-5H-cyclopenta[d]pyrimidin-4-yl)piperazin-1-yl)-3-((S)-tetrahydrofuran-3-ylamino)propan-1-one